FC1=C(C=CC(=C1)F)CC1CC2(CN(C2)C(=O)N2C[C@@H](CC2)N2N=CC=N2)C1 [6-[(2,4-Difluorophenyl)methyl]-2-azaspiro[3.3]heptan-2-yl]-[(3R)-3-(triazol-2-yl)pyrrolidin-1-yl]methanone